4-[(1S)-1-(2,6-dimethylpyrimidin-4-yl)oxyethyl]benzoic acid CC1=NC(=CC(=N1)O[C@@H](C)C1=CC=C(C(=O)O)C=C1)C